O1CCN(CC1)C(C[C@H](C(N[C@@H](CCCC)B1OC(C(O1)(C)C)(C)C)=O)NC(OC(C)(C)C)=O)=O tert-butyl ((R)-4-morpholino-1,4-dioxo-1-(((R)-1-(4,4,5,5-tetramethyl-1,3,2-dioxaborolan-2-yl)pentyl) amino) butan-2-yl)carbamate